C(C)(C)(C)OC1=CC=C(C=C1)C=1N=NN(C1)[C@H](C(=O)N1[C@@H](C[C@H](C1)O)C(=O)NC)C(C)(C)C (2S,4R)-1-[(2S)-2-[4-(4-tert-butoxyphenyl)triazol-1-yl]-3,3-dimethyl-butanoyl]-4-hydroxy-N-methyl-pyrrolidine-2-carboxamide